3-bromo-10-cyclobutyl-9-(hydroxymethyl)-5-oxa-2-thia-8,11-diazatricyclo[6.4.1.04,13]trideca-1(13),3-dien-12-one BrC=1SC=2C(NC(C(N3CCOC1C23)CO)C2CCC2)=O